N=1C=CN2C1C=NC(=C2)N2C(CCC2)=O (imidazo[1,2-a]pyrazin-6-yl)pyrrolidin-2-one